((S)-1-(4-Bromophenyl)ethyl)-4-((R)-3-(3-(trifluoromethyl)phenoxy)pyrrolidin-1-yl)tetrahydro-2H-pyran-4-carboxamide BrC1=CC=C(C=C1)[C@H](C)C1OCCC(C1)(C(=O)N)N1C[C@@H](CC1)OC1=CC(=CC=C1)C(F)(F)F